C1(=CC=CC=C1)[Si](C=1C=C(C=CC1)O)(C1=CC=CC=C1)C1=CC=CC=C1 3-(triphenylsilyl)phenol